10-hydroxy-4,6,8-trimethylundecyl hexyloxymethyl ether C(CCCCC)OCOCCCC(CC(CC(CC(C)O)C)C)C